4-(Furan-3-ylmethyl)benzene-1,3-diol O1C=C(C=C1)CC1=C(C=C(C=C1)O)O